C(N)(=O)C=1C=CC(=C2C=CNC12)N(C1CN(C1)C(=O)OC(C)(C)C)C tert-Butyl 3-((7-carbamoyl-1H-indol-4-yl)(methyl)amino)azetidine-1-carboxylate